[N+](=O)([O-])N1N=CC(=C1)[N+](=O)[O-] 1,4-dinitro-1H-pyrazole